2,6-dicyclohexyl-2,4,6,8-tetramethylcyclotetrasiloxane C1(CCCCC1)[Si]1(O[SiH](O[Si](O[SiH](O1)C)(C)C1CCCCC1)C)C